C1(CC1)COC1=CC(=C2C(NC(=NC2=C1)N1CCC2(CC2CO)CC1)=O)F 7-(cyclopropylmethoxy)-5-fluoro-2-(1-(hydroxymethyl)-6-azaspiro[2.5]oct-6-yl)quinazolin-4(3H)-one